(9H-fluoren-9-yl)methyl (2-((((4-((4-((tert-butoxycarbonyl)amino)phenoxy)methyl)benzyl)oxy)methyl)amino)-2-oxoethyl)carbamate C(C)(C)(C)OC(=O)NC1=CC=C(OCC2=CC=C(COCNC(CNC(OCC3C4=CC=CC=C4C=4C=CC=CC34)=O)=O)C=C2)C=C1